(3-chloro-2,4,6-trifluorophenyl)methylamine ClC=1C(=C(C(=CC1F)F)CN)F